ClC1=C(C=CC=C1)CN1[C@@H](C[C@@H](C1)NCC1=CC=C(C=C1)SC)C(=O)OC Methyl (2S,4S)-1-[(2-chlorophenyl)methyl]-4-{[(4-(methylsulfanyl)phenyl)methyl]amino}pyrrolidine-2-carboxylate